(4-(Diethylamino)benzyl)-4-methoxy-N-(p-tolyl)benzenesulfonamide C(C)N(C1=CC=C(CC2=C(C=CC(=C2)OC)S(=O)(=O)NC2=CC=C(C=C2)C)C=C1)CC